OCC([C@H](C[C@@H]1C(NCC1)=O)NC(=O)[C@@H]1N(C[C@H]2[C@@H]1CCC2)C(=O)[C@@]2(NC(CC2)=O)C2=CC=CC=C2)=O (1R,3aR,6aS)-N-((S)-4-hydroxy-3-oxo-1-((R)-2-oxopyrrolidin-3-yl)butan-2-yl)-2-((S)-5-oxo-2-phenylpyrrolidine-2-carbonyl)octahydrocyclopenta[c]pyrrole-1-carboxamide